N[C@H]1CN(CC[C@@H]1F)C1=NC2=C(N1CC1=NC=C(C#N)C=C1)C=CC=C2 6-((2-((3S,4S)-3-Amino-4-fluoropiperidin-1-yl)-1H-benzo[d]imidazol-1-yl)methyl)nicotinonitril